C1(CC1)C(CNC1=C(C=C2CN(C(C2=C1)=O)C(=O)OC(C)(C)C)N1CCOCC1)=O Tert-butyl 6-((2-cyclopropyl-2-oxoethyl) amino)-5-morpholino-1-oxoisoindoline-2-carboxylate